N-((1S,2R)-2-butoxy-cyclohexyl)-1,5,7-trimethyl-4-oxo-4,5-dihydro-1H-pyrrolo[3,2-c]pyridine-3-carboxamide C(CCC)O[C@H]1[C@H](CCCC1)NC(=O)C1=CN(C2=C1C(N(C=C2C)C)=O)C